Racemic-5-(trans-2-aminocyclobutoxy)isobenzofuran-1(3H)-one N[C@H]1[C@@H](CC1)OC=1C=C2COC(C2=CC1)=O |r|